ClC1=C(C=CC=C1NC=1N=CC=C2C=C(C=NC12)CNCCO)C1=C(C(=CC=C1)C=1SC=2CN(CCC2N1)C(=O)OC(C)(C)C)C tert-butyl 2-(2'-chloro-3'-(3-((2-hydroxyethylamino)methyl)-1,7-naphthyridin-8-ylamino)-2-methylbiphenyl-3-yl)-6,7-dihydrothiazolo[5,4-c]pyridine-5(4H)-carboxylate